2-(6-(2,2-difluoroethoxy)pyridin-3-yl)-2-methylpropanoic acid FC(COC1=CC=C(C=N1)C(C(=O)O)(C)C)F